O1CCCC=2C=NC=C(C21)C2=CC=C(C(=O)N([C@H]1CNCCC1)C1=NC=CC3=CC=CC(=C13)C)C=C2 (R)-4-(3,4-dihydro-2H-pyrano[3,2-c]pyridin-8-yl)-N-(8-methylisoquinolin-1-yl)-N-(piperidin-3-yl)benzamide